tert-butyl (R)-2-(1-(5-carbamoyl-6-((1-methyl-1H-pyrazol-4-yl)amino)pyrazin-2-yl)piperidin-3-yl)-1-oxo-2,8-diazaspiro[4.5]decane-8-carboxylate C(N)(=O)C=1N=CC(=NC1NC=1C=NN(C1)C)N1C[C@@H](CCC1)N1C(C2(CC1)CCN(CC2)C(=O)OC(C)(C)C)=O